CC1=CC(NC2=C(C=C(C=C12)C)C)=O 4,6,8-trimethyl-1H-quinolin-2-one